Cl.N1(C[C@H](CCC1)NC=1C=CC(=C(C(=O)N(C)C)C1)Cl)C1CCNCC1 (S)-5-(1,4'-bipiperidin-3-ylamino)-2-chloro-N,N-dimethylbenzamide hydrochloride